1-[(2R,3S,4R,5S,6S)-6-[3-[[4-(4-allyloxybutyl)phenyl]methyl]-4-methyl-phenyl]-3,4,5-tribenzyloxy-tetrahydropyran-2-yl]propane-1-ol C(C=C)OCCCCC1=CC=C(C=C1)CC=1C=C(C=CC1C)[C@H]1[C@@H]([C@H]([C@@H]([C@H](O1)C(CC)O)OCC1=CC=CC=C1)OCC1=CC=CC=C1)OCC1=CC=CC=C1